Cl.Cl.FC(CN1C[C@@H](CCC1)N)F (3R)-1-(2,2-difluoroethyl)piperidin-3-amine dihydrochloride